[Si](C)(C)(C(C)(C)C)OCCCC1C(C1)[C@@H](CC)O (R)-1-(2-((tert-Butyldimethylsilanyloxy)propyl)cyclopropyl)propan-1-ol